Tetrasilylethan [SiH3]CC([SiH3])([SiH3])[SiH3]